CN(C)CC=1NC2=C(N1)C(=C1C(=C2F)CC(C1)CN1CCC2(CN(C(O2)=O)C2=NC3=C(OCC(N3)=O)N=C2)CC1)F 6-[8-[[2-[(dimethylamino)methyl]-4,8-difluoro-3,5,6,7-tetrahydrocyclopenta[f]benzimidazol-6-yl]methyl]-2-oxo-1-oxa-3,8-diazaspiro[4.5]decan-3-yl]-4H-pyrazino[2,3-b][1,4]oxazin-3-one